N[C@@H](CCC(=O)[O-])C(=O)[O-].[Sn+2] stannous glutamate